4-[4-Chloro-2-(5-fluoro-2-pyridyl)-1H-imidazol-5-yl]-5-methyl-3,6-dihydro-2H-pyridine-1-sulfonamide ClC=1N=C(NC1C=1CCN(CC1C)S(=O)(=O)N)C1=NC=C(C=C1)F